BrC=1C=C(C=C(C1)F)N(C=1C2=C(N=C(N1)Cl)C=NC=C2F)CC(F)F N-(3-bromo-5-fluoro-phenyl)-2-chloro-N-(2,2-difluoroethyl)-5-fluoro-pyrido[3,4-d]pyrimidin-4-amine